ethyl benzo[d]imidazole-6-carboxylate N1=CNC2=C1C=C(C=C2)C(=O)OCC